ClC1=C(C=C(C(=C1)Cl)OC(C(F)F)(F)F)N1C(N(CC1)[C@H](C(=O)N)C)=O (2S)-2-[3-[2,4-dichloro-5-(1,1,2,2-tetrafluoroethoxy)phenyl]-2-oxo-imidazolidin-1-yl]propanamide